tertbutyl 4-(2-oxo-1,2-dihydrobenzo[cd]indol-5-yl)-1,4-diazepane-1-carboxylate O=C1NC2=CC=CC=3C2=C1C=CC3N3CCN(CCC3)C(=O)OC(C)(C)C